ClC1=CC=C(C2=C1C=CO2)COC2=NC(=NC=C2F)C2=CCC(CC2)CC(=O)O 2-(4-(4-((4-chlorobenzofuran-7-yl)methoxy)-5-fluoropyrimidin-2-yl)cyclohex-3-en-1-yl)acetic acid